[N+](=O)([O-])C1=CC=C(CN2C(C(C3=CC=CC=C23)=O)=O)C=C1 (4-nitro-benzyl)-indoline-2,3-dione